C(C)(C)(C)C=1C=CC2=C(C3=C(O2)C=2C=4C(=CC=CC4C(C2C=C3)(C)C)Cl)C1 3-(tert-butyl)-11-chloro-7,7-dimethyl-7H-fluoreno[4,3-b]benzofuran